3-(5-(1-methyl-piperidin-4-yl)pyridin-2-yl)-N-(3-methylpyridin-2-yl)-1,2,4-thiadiazol-5-amine CN1CCC(CC1)C=1C=CC(=NC1)C1=NSC(=N1)NC1=NC=CC=C1C